C(#N)C=1C=NC=CC1C1=CC(=C(C=C1)C=1C(=NC(=NC1)C1=C(C=CC=C1OC)F)C(=O)N)N1[C@@H](C[C@@H](C1)O)CO (4-(3-cyanopyridin-4-yl)-2-((2S,4S)-4-hydroxy-2-(hydroxymethyl)pyrrolidin-1-yl)phenyl)-2-(2-fluoro-6-methoxyphenyl)pyrimidine-4-carboxamide